5,5'-methylenebissalicylaldehyde C(C1=CC=C(C(C=O)=C1)O)C1=CC=C(C(C=O)=C1)O